IC1=C(C(=CC=C1OC)OC)C1=C(C=C(C=C1C(C)C)C(C)C)C(C)C 2-iodo-3,6-dimethoxy-2',4',6'-triisopropyl-1,1'-biphenyl